C1(=CC=C(C=C1)[S+](C1=CC=CC=C1)C1=CC=CC=C1)[S+](C1=CC=CC=C1)C1=CC=CC=C1 1,4-phenylenebis(diphenylsulfonium)